2-(3-aminophenyl)-6-hydroxy-3-iodo-1-methyl-1H-indole-5-carboxylic acid methyl ester COC(=O)C=1C=C2C(=C(N(C2=CC1O)C)C1=CC(=CC=C1)N)I